3-Isoquinolinecarboxylic acid trideuteromethyl ester [2H]C([2H])([2H])OC(=O)C=1N=CC2=CC=CC=C2C1